6-methyl-1,3-oxazinane CC1CCNCO1